(S,4S,4'S,7S,7'S,9aS,9a'S)-N,N'-(ethane-1,2-diylbis(2,1-phenylene))bis(8,8-dimethyl-4-((S)-2-(methylamino)propanethioamido)-5-oxooctahydropyrrolo[2,1-b][1,3]thiazepine-7-carboxamide) C(CC1=C(C=CC=C1)NC(=O)[C@@H]1C(C[C@@H]2SCC[C@@H](C(N21)=O)NC([C@H](C)NC)=S)(C)C)C2=C(C=CC=C2)NC(=O)[C@@H]2C(C[C@@H]1SCC[C@@H](C(N12)=O)NC([C@H](C)NC)=S)(C)C